5-bromo-6-(difluoromethyl)-2-methyl-2H-pyrazolo[3,4-b]pyridine BrC1=CC=2C(N=C1C(F)F)=NN(C2)C